ClC1=C(C(=C(C=C1OC)OC)Cl)C=1SC=2N=C(N=CC2N1)N[C@@H]1COCC[C@@H]1NC(C=C)=O N-((3S,4S)-3-((2-(2,6-dichloro-3,5-dimethoxyphenyl)thiazolo[5,4-d]pyrimidin-5-yl)amino)tetrahydro-2H-pyran-4-yl)acrylamide